C(C)(C)(C)OC(=O)N1C(C(CCC1)N1CCCCC1)C 2-methyl-3-(1-piperidinyl)piperidine-1-carboxylic acid tert-butyl ester